NC([C@H](CC1C(NC2=CC=CC=C12)=O)NC(C(CC1CC1)NC(=O)C=1NC2=CC=CC(=C2C1)OC)=O)=O N-(1-(((2S)-1-amino-1-oxo-3-(2-oxoindolin-3-yl)propan-2-yl)amino)-3-cyclopropyl-1-oxopropan-2-yl)-4-methoxy-1H-indole-2-carboxamide